3-(1,4-dimethyl-1H-benzo[d][1,2,3]triazol-5-yl)-3-(3-(((R)-2-ethyl-2,3-dihydro-[1,4]oxazepino[7,6-g]quinolin-4(5H)-yl)methyl)-4-methylphenyl)propionic acid CN1N=NC2=C1C=CC(=C2C)C(CC(=O)O)C2=CC(=C(C=C2)C)CN2C[C@H](OC1=CC=3C=CC=NC3C=C1C2)CC